NC1=C(SC=2N=C(N(C21)COCC[Si](C)(C)C)C)C(=O)OCC Ethyl 6-amino-2-methyl-1-((2-(trimethylsilyl) ethoxy) methyl)-1H-thieno[2,3-d]imidazole-5-carboxylate